6-(tert-butylsulfonyl)-N-(5-fluoro-1H-indazol-3-yl)quinolin-4-amine C(C)(C)(C)S(=O)(=O)C=1C=C2C(=CC=NC2=CC1)NC1=NNC2=CC=C(C=C12)F